indium trilaurate C(CCCCCCCCCCC)(=O)[O-].C(CCCCCCCCCCC)(=O)[O-].C(CCCCCCCCCCC)(=O)[O-].[In+3]